3-(3-chloro-4-fluorophenyl)-1-ethyl-1-((2-methyl-1-oxo-1,2-dihydroisoquinolin-4-yl)methyl)urea ClC=1C=C(C=CC1F)NC(N(CC1=CN(C(C2=CC=CC=C12)=O)C)CC)=O